9,9-bis(4-(2-hydroxyethoxy)phenyl)-2,7-bis(2-naphthyl)fluorene OCCOC1=CC=C(C=C1)C1(C2=CC(=CC=C2C=2C=CC(=CC12)C1=CC2=CC=CC=C2C=C1)C1=CC2=CC=CC=C2C=C1)C1=CC=C(C=C1)OCCO